CN[C@@H](CCCN)C(=O)O L-N-Methylornithine